C1(=CC=CC=C1)CC1=C(C(=CC(=C1)CC1=CC=CC=C1)CC1=CC=CC=C1)O 2,4,6-tris(phenylmethyl)phenol